CN(CCO[C@H]1[C@H](CN(CC1)C1=NC=CC(=N1)NC=1N=CC2=C(C=CC(=C2C1)C(C)C)N1[C@@H]([C@H](C1)CS(=O)(=O)C)C)F)C N-{2-[(3S,4R)-4-[2-(dimethylamino)ethoxy]-3-fluoropiperidin-1-yl]pyrimidin-4-yl}-8-[(2R,3S)-3-(methanesulfonylmeth-yl)-2-methylazetidin-1-yl]-5-(propan-2-yl)isoquinolin-3-amine